(S)-N-(4-(3-(2-fluoropyridin-4-yl)phenyl)thiazol-2-yl)-1-(1-(methylsulfonyl)-1H-pyrrole-3-carbonyl)azetidine-2-carboxamide FC1=NC=CC(=C1)C=1C=C(C=CC1)C=1N=C(SC1)NC(=O)[C@H]1N(CC1)C(=O)C1=CN(C=C1)S(=O)(=O)C